(E)-N-hydroxy-3-(4-((3-(4-hydroxyphenyl)-2,4-dioxo-3,4-dihydroquinazolin-1(2H)-yl)methyl)phenyl)acryl-amide ONC(\C=C\C1=CC=C(C=C1)CN1C(N(C(C2=CC=CC=C12)=O)C1=CC=C(C=C1)O)=O)=O